C(=O)O.CNC=1N=C(C(=NC1C=1C2=C(C=NC1)N(C=N2)C)C(=O)N)NC2=CC=C(C=C2)[C@H](C)N2CCOCC2 |o1:31| 5-(methylamino)-6-(3-methylimidazo[4,5-c]pyridin-7-yl)-3-[4-[rel-(1S)-1-morpholinoethyl]anilino]pyrazine-2-carboxamide formate salt